C1=CC=CC=2C3=CC=CC=C3C(C12)COC(=O)NC1=CC=C(C=C1)CC(N[C@H](C(NCCCC[C@H](NC(N[C@@H](CCC(=O)OC(C)(C)C)C(=O)OC(C)(C)C)=O)C(=O)OC(C)(C)C)=O)CC1=CC2=CC=CC=C2C=C1)=O tri-tert-butyl (4S,11S,15S)-1-[4-({[(9H-fluoren-9-yl)methoxy]carbonyl}amino)phenyl]-4-[(naphthalen-2-yl)methyl]-2,5,13-trioxo-3,6,12,14-tetraazaheptadecane-11,15,17-tricarboxylate